FC(C[C@@H](C(=O)NC1=NC=CC(=C1)C1=C(C=2C(N(CC(C2N1)(C)C)C)=O)C1=CC=CC=C1)C1=CC=C(C=C1)F)F |r| (rac)-4,4-difluoro-2-(4-fluorophenyl)-N-[4-(5,7,7-trimethyl-4-oxo-3-phenyl-4,5,6,7-tetrahydro-1H-pyrrolo[3,2-c]pyridin-2-yl)pyridin-2-yl]butanamide